FC1=C(C(=O)NC2(CCNCC2)C)C(=CC=C1)F 2,6-difluoro-N-(4-methylpiperidin-4-yl)benzamide